N1=NC=C2N1C=NC=N2 1,2,3-triazolo[1,5-a]-1,3,5-triazine